(R)-N-(1-(3-amino-5-(trifluoromethyl)phenyl)ethyl)-2-methyl-6-(tetrahydro-2H-pyran-4-yl)-5,6,7,8-tetrahydropyrido[4,3-d]pyrimidin-4-amine NC=1C=C(C=C(C1)C(F)(F)F)[C@@H](C)NC=1C2=C(N=C(N1)C)CCN(C2)C2CCOCC2